IC1=CC2=C(S1)C(=CC(=C2)OC(C)C)C#N 2-iodo-5-isopropoxybenzo[b]thiophene-7-carbonitrile